1'-((3,9-dimethyl-4-oxo-4,5-dihydropyrazolo[1,5-a]quinoxalin-7-yl)methyl)-N,3'-dimethyl-1',2',3',6'-tetrahydro-[3,4'-bipyridine]-6-carboxamide CC=1C=NN2C1C(NC1=CC(=CC(=C21)C)CN2CC(C(=CC2)C=2C=NC(=CC2)C(=O)NC)C)=O